(R)-3-isopropoxypyrrolidine hydrochloride Cl.C(C)(C)O[C@H]1CNCC1